butyl-ascorbate C(CCC)OC1=C(C(=O)O[C@@H]1[C@@H](O)CO)O